C1(CCCCC1)C(C(=O)NC1CCCCC1)N1C(=NC2=C1C=CC=C2)C2=CC(NC=C2)=O 2,N-dicyclohexyl-2-[2-(2-oxo-1,2-dihydro-pyridin-4-yl)-benzimidazol-1-yl]-acetamide